5-bromobenzo[b]thiophene-2-carboxylic acid benzyl ester C(C1=CC=CC=C1)OC(=O)C1=CC2=C(S1)C=CC(=C2)Br